(S)-2-((3-(4-chlorophenethyl)-1,2,4-oxadiazol-5-yl)methyl)-4-methyl-5-((tetrahydrofuran-3-yl)oxy)pyridazin-3(2H)-one ClC1=CC=C(CCC2=NOC(=N2)CN2N=CC(=C(C2=O)C)O[C@@H]2COCC2)C=C1